ClC1=C(C=C(C=C1)C=1C=NN(C1O)C1=NC=C(C(=O)O)C=C1)OC 6-(4-(4-chloro-3-methoxyphenyl)-5-hydroxy-1H-pyrazol-1-yl)nicotinic acid